O1[C@H](COCC1)CN1N=C2C3=C(CC(C2=C1)C)OC(=C3C(F)(F)F)C(=O)NCC=3N=COC3 2-{[(2S)-1,4-dioxan-2-yl]methyl}-4-methyl-N-[(1,3-oxazol-4-yl)methyl]-8-(trifluoromethyl)-4,5-dihydro-2H-furo[2,3-g]indazole-7-carboxamide